C1(CC1)C1=CC=C(C=C1)N1CC(C1)C1=CC(=C(CN2CCC(CC2)C(=O)O)C(=C1)C)C 1-(4-(1-(4-cyclopropylphenyl)azetidin-3-yl)-2,6-dimethylbenzyl)piperidine-4-carboxylic acid